2-((2s,4s)-5-chloro-6-fluoro-2-((((1s,3r,4r)-3-fluoro-4-hydroxycyclohexyl)amino)methyl)-2-phenyl-2,3-dihydrobenzofuran-4-yl)-4-(difluoromethoxy)-3-fluorobenzamide ClC=1C(=CC2=C(C[C@](O2)(C2=CC=CC=C2)CN[C@@H]2C[C@H]([C@@H](CC2)O)F)C1C1=C(C(=O)N)C=CC(=C1F)OC(F)F)F